2H-thieno[3,2-e][1,2]thiazine-3-carboxamide 1,1-dioxide S1(NC(=CC2=C1SC=C2)C(=O)N)(=O)=O